2-methyl-4-(methylsulfonyl)piperidine CC1NCCC(C1)S(=O)(=O)C